N-(4-chloro-2-fluoro-3-{6-oxo-4-[6-(2-propoxyethoxy)pyridin-3-yl]-1,6-dihydropyrimidin-2-yl}benzyl)isobutyramide ClC1=C(C(=C(CNC(C(C)C)=O)C=C1)F)C=1NC(C=C(N1)C=1C=NC(=CC1)OCCOCCC)=O